OCCC[Si](Cl)(Cl)Cl hydroxypropyl-silicon chloride